(R)-4-(3-((1-ethylpiperidin-3-yl)amino)-4-methyl-5-oxo-4,5-dihydro-1,2,4-triazine-6-yl)-3-hydroxybenzonitrile C(C)N1C[C@@H](CCC1)NC1=NN=C(C(N1C)=O)C1=C(C=C(C#N)C=C1)O